NC=1C(=C(C=C2C=C(N=CC12)NC1=NN2CC=3N(CCC2=C1)C=CN3)C(=O)N(C=3NC(C=CC3)=O)C)F 8-amino-3-((5,6-dihydro-11H-imidazo[1,2-a]pyrazolo[1,5-d][1,4]diazepin-8-yl)amino)-7-fluoro-N-methyl-N-(6-oxo-1,6-dihydropyridin-2-yl)isoquinoline-6-carboxamide